5-(6-cyclopropyl-2-(1-hydroxyethyl)imidazo[1,2-a]pyridin-8-yl)-7-methyl-2-oxa-5,7-diazaspiro[3.4]octane-6,8-dione C1(CC1)C=1C=C(C=2N(C1)C=C(N2)C(C)O)N2C1(COC1)C(N(C2=O)C)=O